1-bromo-2-fluoro-3-(1-methylcyclopropyl)benzene BrC1=C(C(=CC=C1)C1(CC1)C)F